3-(4-((2-fluoro-4-(morpholinomethyl)benzyl)thio)-1-oxoisoindolin-2-yl)piperidine-2,6-dione FC1=C(CSC2=C3CN(C(C3=CC=C2)=O)C2C(NC(CC2)=O)=O)C=CC(=C1)CN1CCOCC1